NC1=NC=CC=2N1C(=NC2C2CN(CCC2)C(C#CC)=O)C2=C(C=C(C(=O)NC1=NC=CC(=C1)C#N)C=C2)F 4-(5-amino-1-(1-(but-2-ynoyl)piperidin-3-yl)imidazo[1,5-c]pyrimidin-3-yl)-N-(4-cyanopyridin-2-yl)-3-fluorobenzamide